C(C)(=O)NCCC(=O)N[C@@H](C(=O)O)CC=1NC=NC1 (2R)-2-(3-acetamidopropanamido)-3-(3H-imidazol-4-yl)propanoic acid